FC=1C=C2C(=CNC(C2=CC1F)=O)[C@@H](C)N(C(=O)C=1C=C2C=C(C=CN2C1)F)C |r| Racemic-N-(1-(6,7-difluoro-1-oxo-1,2-dihydroisoquinolin-4-yl)ethyl)-7-fluoro-N-methylindolizine-2-carboxamide